CN(CCN(C=1C(=CC(=C(C1)OC)NC1=NC=CC(=C1)C=1C=NN2C1N=CC=C2)N)C)C N1-(2-(dimethylamino)ethyl)-5-methoxy-N1-methyl-N4-(4-(pyrazolo[1,5-a]pyrimidin-3-yl)pyridin-2-yl)benzene-1,2,4-triamine